C(CCCCCCCCC)(=O)O caprinic acid